NC=1SC(=C(N1)C=1C=C(C#N)C=CC1)C=1C=C2C(=NC=NC2=CC1)OC 3-[2-amino-5-(4-methoxyquinazolin-6-yl)thiazol-4-yl]benzonitrile